4-chloro-1-(2,6-difluorophenyl)-1H-pyrazolo[3,4-b]pyridine-5-carboxylic acid ClC1=C2C(=NC=C1C(=O)O)N(N=C2)C2=C(C=CC=C2F)F